FC(C(C(F)(F)F)(O)C1=CC=C(C=C1)C1=CC=C(C=C1)CN1C[C@@H](N(CC1)CC1=CC=NC=C1)C(=O)OCCOCC)(F)F 2-ethoxyethyl (R)-4-((4'-(1,1,1,3,3,3-hexafluoro-2-hydroxypropan-2-yl)-[1,1'-biphenyl]-4-yl)methyl)-1-(pyridin-4-ylmethyl)piperazine-2-carboxylate